(4-fluorophenyl)-2-(1H-1,2,4-triazole-1-yl)ethanone FC1=CC=C(C=C1)C(CN1N=CN=C1)=O